O=C1C=CC2=C(N=C(N=C2)N[C@@H](C)C2=CC=C(C=C2)C2(CCOCC2)N2CCN(CC2)C(=O)OC2=CC=CC=C2)N1C(C)C phenyl 4-(4-{4-[(1S)-1-{[7-oxo-8-(propan-2-yl)-7,8-dihydropyrido[2,3-d]pyrimidin-2-yl]amino}ethyl]phenyl} tetrahydro-2H-pyran-4-yl)piperazine-1-carboxylate